ClC1=NC=C(C(=N1)NCC1=CC=C(C=C1)N1N=C(C=C1OC)C(F)F)[N+](=O)[O-] 2-chloro-N-[[4-[3-(difluoromethyl)-5-methoxy-pyrazol-1-yl]phenyl]methyl]-5-nitro-pyrimidin-4-amine